4-(5-bromo-1-((2-(trimethylsilyl)ethoxy)methyl)-1H-1,2,4-triazol-3-yl)pyridine BrC1=NC(=NN1COCC[Si](C)(C)C)C1=CC=NC=C1